ClC1=CC=C2N(C(C(NC2=C1)=O)=O)C1=C(C=CC=C1C)C(C)C 7-chloro-4-(2-isopropyl-6-methylphenyl)-1,4-dihydroquinoxaline-2,3-dione